Tert-butyl (1R,5S)-3-(7-(2-(tert-butyl)phenyl)-8-fluoro-2-((2-fluorotetrahydro-1H-pyrrolizin-7a(5H)-yl)methoxy)pyrido[4,3-d]pyrimidin-4-yl)-3,8-diazabicyclo[3.2.1]octane-8-carboxylate C(C)(C)(C)C1=C(C=CC=C1)C1=C(C=2N=C(N=C(C2C=N1)N1C[C@H]2CC[C@@H](C1)N2C(=O)OC(C)(C)C)OCC21CCCN1CC(C2)F)F